tert-butyl (2R,5S)-4-(2,3-diamino-6-chloropyridin-4-yl)-2,5-dimethylpiperazine-1-carboxylate NC1=NC(=CC(=C1N)N1C[C@H](N(C[C@@H]1C)C(=O)OC(C)(C)C)C)Cl